4-epoxy-6-methylcyclohexylmethyl-3,4-epoxy-6-methylcyclohexylmethyl carbonate C(OCC1CC2C(CC1(C)C)(O2)CC21C(CCCC2)O1)([O-])=O